(R)-tert-butyl 1-(oxetan-3-yl)pyrrolidin-3-ylcarbamate O1CC(C1)N1C[C@@H](CC1)NC(OC(C)(C)C)=O